1-{4-[(3-methoxybenzyl)sulfonyl]-2-nitrophenyl}-4-(3-nitrobenzyl)piperazine COC=1C=C(CS(=O)(=O)C2=CC(=C(C=C2)N2CCN(CC2)CC2=CC(=CC=C2)[N+](=O)[O-])[N+](=O)[O-])C=CC1